methyl (1r,4r)-4-((2-(2-hydroxypropan-2-yl)phenyl)amino)cyclohexane-1-carboxylate OC(C)(C)C1=C(C=CC=C1)NC1CCC(CC1)C(=O)OC